hydroxyl-indolone nitrogen [N].OC=1C(N=C2C=CC=CC12)=O